1-tert-butoxycarbonyl-3-azetidinone C(C)(C)(C)OC(=O)N1CC(C1)=O